NC1=CC(=C(C(=O)NC2=CC=C(C=C2)C)C=C1)OC 4-amino-2-methoxy-N-(p-tolyl)benzamide